3,6,9,12-Tetra(carboxymethyl)-3,6,9,12-tetraazatetradecanedioic acid C(=O)(O)CN(CC(=O)O)CCN(CCN(CCN(CC(=O)O)CC(=O)O)CC(=O)O)CC(=O)O